3,4-diamino-5-hydroxy-pyrazole sulfate S(=O)(=O)(O)O.NC1=NNC(=C1N)O